BrC1=CC=CC=2C(=NOC21)NS(=O)(=O)C2=C(C=CC(=C2)CC)OC N-(7-Bromobenzo[d]isoxazol-3-yl)-5-ethyl-2-methoxybenzenesulfonamide